(R)-4-(3-(4-Chloro-3-(trifluoromethyl)phenethyl)-3-(dimethylamino)piperidin-1-yl)-2,6-difluoro-N-(pyrimidin-4-yl)benzenesulfonamide formate C(=O)O.ClC1=C(C=C(CC[C@@]2(CN(CCC2)C2=CC(=C(C(=C2)F)S(=O)(=O)NC2=NC=NC=C2)F)N(C)C)C=C1)C(F)(F)F